FC1(CC(N(C1)C1=C(C(=NC=N1)NCC1C(CN(CC1)CC(=O)N)F)F)C1=NC=C(C=C1)C(F)(F)F)F 2-(4-(((6-(4,4-difluoro-2-(5-(trifluoromethyl)pyridin-2-yl)pyrrolidin-1-yl)-5-fluoropyrimidin-4-yl)amino)methyl)-3-fluoropiperidin-1-yl)acetamide